2,8-Dimethylimidazo[1,2-b]pyridazine-6-carboxylic acid CC=1N=C2N(N=C(C=C2C)C(=O)O)C1